FC1(C[C@@H](CCC1)[C@@H](C=1N=C2N(N=C(C=C2)CC2C(NC[C@@H](C2)C(F)(F)F)=O)C1)NC(OCC1=CC=CC=C1)=O)F Benzyl ((1S)-((R)-3,3-difluorocyclohexyl)(6-(((5R)-2-oxo-5-(trifluoromethyl)piperidin-3-yl)methyl)imidazo[1,2-b]pyridazin-2-yl)methyl)carbamate